C1(CC1)CN(CCC=1SC(=C(N1)C(F)(F)F)C(=O)NC(C)C1=CC(=CC=C1)N(C)C)CCC 2-[2-[(cyclopropylmethyl)propylamino]ethyl]-N-[1-[3-(dimethylamino)phenyl]ethyl]-4-(trifluoromethyl)-5-thiazolecarboxamide